N-(3-methylsulfonyl-phenyl)-5-(trifluoromethyl)-2-[4-(trifluoromethyl-sulfanyl)phenoxy]pyridine-3-carboxamide CS(=O)(=O)C=1C=C(C=CC1)NC(=O)C=1C(=NC=C(C1)C(F)(F)F)OC1=CC=C(C=C1)SC(F)(F)F